(2R,3R,4R,5S)-5-isothiocyanato-3,4-bis(methoxymethoxy)-2-((methoxymethoxy)methyl)tetrahydro-2H-pyran N(=C=S)[C@@H]1[C@H]([C@H]([C@H](OC1)COCOC)OCOC)OCOC